ClC1=C(C=CC(=C1)OC)CC(=O)NC1=CC(=C(C=C1)OC1=CC=C(C=C1)Cl)S(N)(=O)=O 2-(2-chloro-4-methoxyphenyl)-N-[4-(4-chlorophenoxy)-3-sulfamoylphenyl]acetamide